(S)-1-(3-(8-fluoro-6-(3-methoxyphenyl)-4-((3-(trifluoromethyl)phenyl)sulfonyl)-3,4-dihydro-2H-benzo[b][1,4]oxazin-2-yl)propanoyl)piperidine-4-carboxylic acid FC1=CC(=CC2=C1O[C@H](CN2S(=O)(=O)C2=CC(=CC=C2)C(F)(F)F)CCC(=O)N2CCC(CC2)C(=O)O)C2=CC(=CC=C2)OC